FC(=C(F)F)[Zn] trifluoro-vinyl-zinc